(Z)-tetracos-15-en-1-yl acetate C(C)(=O)OCCCCCCCCCCCCCC\C=C/CCCCCCCC